ClCC(=O)N(C1=CC=C(C=C1)C1=CN=CS1)C(C(=O)NC1CCC(CC1)(F)F)C=1C=NC=NC1 2-Chloro-N-(2-((4,4-difluorocyclohexyl)amino)-2-oxo-1-(pyrimidin-5-yl)ethyl)-N-(4-(thiazol-5-yl)phenyl)acetamide